CC(CC#C[C@]1(NC=NC2=CC(=CC=C12)CN1C=NC=CC1=O)C(F)(F)F)C (R)-4-(4-methylpent-1-yn-1-yl)-7-((6-oxopyrimidin-1(6H)-yl)methyl)-4-(trifluoromethyl)-3,4-dihydroquinazolin